C(CCCCCCCCCCC)(=O)N([C@@H](CCC(=O)O)C(=O)O)C(CCCCCCCCCCC)=O.[Na] sodium dilauroyl-glutamic acid